O=C1N(N=C2N1C[C@@H](CC2)C(F)(F)F)CC=2C=NC(=CC2)C(F)(F)F |r| (5RS,6RS)-3-Oxo-6-(trifluoromethyl)-2-{[6-(trifluoromethyl)pyridin-3-yl]methyl}-2,3,5,6,7,8-hexahydro[1,2,4]triazolo[4,3-a]pyridin